Ethyl-2-amino-6-ethyl-5-oxo-4-(3-phenoxyphenyl)-5,6-dihydro-4H-pyrano[3,2-c]quinoline-3-carboxylate C(C)OC(=O)C=1C(C=2C(N(C=3C=CC=CC3C2OC1N)CC)=O)C1=CC(=CC=C1)OC1=CC=CC=C1